di-t-butyl tricarbonate C(=O)(OC(C)(C)C)OC(=O)OC(=O)OC(C)(C)C